The molecule is an anionic phospholipid obtained by deprotonation of the phosphate OH group of any N-hexadecanoyl-1-[(1Z)-octadecenoyl]-2-oleoyl-sn-glycero-3-phosphoethanolamine; major species at pH 7.3. It is an anionic phospholipid and a N-acyl-1-[(1Z)-alkenyl]-2-acyl-sn-glycero-3-phosphoethanolamine(1-). It is a conjugate base of a N-hexadecanoyl-1-[(1Z)-octadecenoyl]-2-oleoyl-sn-glycero-3-phosphoethanolamine. CCCCCCCCCCCCCCCC/C=C\\OC[C@H](COP(=O)([O-])OCCNC(=O)CCCCCCCCCCCCCCC)OC(=O)CCCCCCC/C=C\\CCCCCCCC